[5-(4-hexyloxy-1,2,5-thiadiazol-3-yl)-1-methyl-3,6-dihydro-2H-pyridin-1-ium-1-yl]methyl decyl carbonate chloride [Cl-].C(OC[N+]1(CCC=C(C1)C1=NSN=C1OCCCCCC)C)(OCCCCCCCCCC)=O